5-[4-(4-fluorophenyl)piperidine-1-carbonyl]-6-methyl-N-(1-methylcyclopropyl)furo[2,3-d]pyrimidin-4-amine FC1=CC=C(C=C1)C1CCN(CC1)C(=O)C1=C(OC=2N=CN=C(C21)NC2(CC2)C)C